ClC=1C=C(OCC(=O)NC23CC(C2)(C3)NC(=O)C=3C=NC=C(C3)CC)C=CC1Cl N-{3-[2-(3,4-dichlorophenoxy)acetamido]bicyclo[1.1.1]pentan-1-yl}-5-ethylpyridine-3-carboxamide